FC=1C(=NC(=NC1)N1CCC(CC1)C(=O)N1OCC[C@H]1C1=NC=CN=C1)C#N 5-fluoro-2-[4-[(3S)-3-pyrazin-2-yl-isoxazolidine-2-carbonyl]-1-piperidinyl]pyrimidine-4-carbonitrile